N-[5-[3-(5-aminopentyl-hydroxy-carbamoyl)propanoylamino]pentyl]-N-hydroxy-butanediamide NCCCCCN(C(=O)CCC(=O)NCCCCCN(C(CCC(=O)N)=O)O)O